ClC=1C=C(C(=C(C1)C1=CC=C(C=C1)CCC(=O)O)NS(=O)(=O)C=1C=NC=C(C1)CC)F 3-{5'-chloro-2'-[(5-ethylpyridine-3-sulfonyl)amino]-3'-fluoro[1,1'-biphenyl]-4-yl}propanoic acid